(2-fluoro-4-(6-(1-methyl-1H-pyrazol-4-yl)pyrazolo[1,5-a]pyridin-4-yl)phenyl)methanamine dihydrochloride Cl.Cl.FC1=C(C=CC(=C1)C=1C=2N(C=C(C1)C=1C=NN(C1)C)N=CC2)CN